The molecule is an oligonucleotide comprising ten deoxythymidylic acid residues linked 5'->3'. It contains a thymidine 5'-monophosphate residue, a dTMP 5'-end residue and a dTMP 3'-end residue. CC1=CN(C(=O)NC1=O)[C@H]2C[C@@H]([C@H](O2)COP(=O)(O)O[C@H]3C[C@@H](O[C@@H]3COP(=O)(O)O[C@H]4C[C@@H](O[C@@H]4COP(=O)(O)O[C@H]5C[C@@H](O[C@@H]5COP(=O)(O)O[C@H]6C[C@@H](O[C@@H]6COP(=O)(O)O[C@H]7C[C@@H](O[C@@H]7COP(=O)(O)O[C@H]8C[C@@H](O[C@@H]8COP(=O)(O)O[C@H]9C[C@@H](O[C@@H]9COP(=O)(O)O[C@H]1C[C@@H](O[C@@H]1COP(=O)(O)O[C@H]1C[C@@H](O[C@@H]1COP(=O)(O)O)N1C=C(C(=O)NC1=O)C)N1C=C(C(=O)NC1=O)C)N1C=C(C(=O)NC1=O)C)N1C=C(C(=O)NC1=O)C)N1C=C(C(=O)NC1=O)C)N1C=C(C(=O)NC1=O)C)N1C=C(C(=O)NC1=O)C)N1C=C(C(=O)NC1=O)C)N1C=C(C(=O)NC1=O)C)O